P(=O)(OOC1=C(C=C(C=C1)C(C)(C)C)C(C)(C)C)(OOC1=C(C=C(C=C1)C(C)(C)C)C(C)(C)C)[O-].[Na+] sodium bis(2,4-di-tertiary butyl phenoxy) phosphate